butyl-benzene-sulfonamide C(CCC)C1=C(C=CC=C1)S(=O)(=O)N